2-(2',3-Dimethyl-2,4'-bipyridin-5-yl)-N-(5-(pyrazin-2-yl)pyridin-2-yl)acetamide CC1=NC=CC(=C1)C1=NC=C(C=C1C)CC(=O)NC1=NC=C(C=C1)C1=NC=CN=C1